2-bromo-2-(4-chlorophenyl)-1-(6-(trifluoromethoxy)indolin-1-yl)ethanone BrC(C(=O)N1CCC2=CC=C(C=C12)OC(F)(F)F)C1=CC=C(C=C1)Cl